C(C)N1N=C(C=C1C(=O)NC1=NC2=C(N1)C(=CC(=C2)C(=O)N)OC)C 2-(1-ethyl-3-methyl-1H-Pyrazole-5-carboxamido)-7-methoxy-1H-benzo[d]Imidazole-5-carboxamide